6-chloro-2-oxo-1,2-dihydropyridine-4-carboxylic acid methyl ester COC(=O)C1=CC(NC(=C1)Cl)=O